ClC=1C=C(C=CC1)[C@@H](CO)NC(=O)C=1C=C2C(=NC1)NN=C2C2=CC(=NC=C2)C (S)-N-(1-(3-chlorophenyl)-2-hydroxyethyl)-3-(2-methylpyridin-4-yl)-1H-pyrazolo[3,4-b]pyridine-5-amide